CC1=NC2=C(N1)C(=CC(=C2)C2=CN=CS2)C(=O)OC methyl 2-methyl-5-(thiazol-5-yl)-1H-benzo[d]imidazole-7-carboxylate